((4-((5-iodopyrimidin-4-yl)amino)-2-chlorophenyl)oxy)-1-methyl-1H-benzimidazole IC=1C(=NC=NC1)NC1=CC(=C(C=C1)OC1=NC2=C(N1C)C=CC=C2)Cl